C(C1=CC=CC=C1)(C1=CC=CC=C1)N1CCC2(CC(C2)OC=2C=C3CN(C(C3=CC2)=O)C2C(NC(CC2)=O)=O)CC1 3-(5-((7-benzhydryl-7-azaspiro[3.5]nonan-2-yl)oxy)-1-oxoisoindolin-2-yl)piperidine-2,6-dione